Oxa-Azepinone O1NC(C=CC=C1)=O